1-{13-[(dimethylamino)methyl]-19-(naphthalen-1-yl)-9,14-dioxa-2,5,16,19,23-pentaazatetracyclo[13.7.1.0^{2,7}.0^{17,22}]tricosa-1(23),15,17(22)-trien-5-yl}prop-2-en-1-one CN(C)CC1CCCOCC2CN(CCN2C=2C=3CCN(CC3N=C(O1)N2)C2=CC=CC1=CC=CC=C21)C(C=C)=O